(±)-1-((2-Chloro-4-(4-(4-chloropyridin-2-yl)-trans-2,3-dimethylpiperazine-1-carbonyl)phenyl)sulfinyl)-3,3-difluoropentan-2-one ClC1=C(C=CC(=C1)C(=O)N1[C@H]([C@@H](N(CC1)C1=NC=CC(=C1)Cl)C)C)[S@](=O)CC(C(CC)(F)F)=O |&1:24|